2-[[butylhydroxyphosphinyl]methyl]pentanedioic acid C(CCC)P(=O)(O)CC(C(=O)O)CCC(=O)O